6-chloro-3-(2,2,2-trifluoroethyl)imidazo[1,2-b]pyridazine ClC=1C=CC=2N(N1)C(=CN2)CC(F)(F)F